ClC=1C=CC2=C([C@@H](C[C@H](O2)C(=O)NC23CC(C2)(C3)N3N=CC(=C3)C3=CC(=C(C=C3)OC(F)(F)F)F)O)C1 (2S,4R)-6-chloro-N-(3-{4-[3-fluoro-4-(trifluoromethoxy)phenyl]-1H-pyrazol-1-yl}bicyclo[1.1.1]pent-1-yl)-4-hydroxy-3,4-dihydro-2H-1-benzopyran-2-carboxamide